4-(tert-butyl)-1-vinylcyclohexane-1-ol C(C)(C)(C)C1CCC(CC1)(O)C=C